tert-butyl 3-[1-[5-(2,6-dioxopiperidin-3-yl)pyridin-2-yl]pyrrolidin-3-yl]propanoate O=C1NC(CCC1C=1C=CC(=NC1)N1CC(CC1)CCC(=O)OC(C)(C)C)=O